2-heptyl-1,3-Dioxolane C(CCCCCC)C1OCCO1